C(C1=CC=CC=C1)OC1CC(C1)CO (3-Benzyloxycyclobutyl)methanol